FC=1C=C2C(=C(/C(/C2=CC1)=C/C1=CC(=CC=C1)COC1=CC=C(C=C1)F)C)CC(=O)O 2-[(1Z)-5-fluoro-1-({3-[(4-fluorophenoxy)methyl]phenyl}methylene)-2-methyl-1H-inden-3-yl]acetic acid